Rel-6-amino-9-[(3S,4R)-1'-(azetidin-3-yl)-3-fluoro-[1,4'-bipiperidin]-4-yl]-7-(4-phenoxyphenyl)purin-8-one NC1=C2N(C(N(C2=NC=N1)[C@H]1[C@H](CN(CC1)C1CCN(CC1)C1CNC1)F)=O)C1=CC=C(C=C1)OC1=CC=CC=C1 |o1:10,11|